FC=1C=C(C#N)C=C(C1)C=1C=C2C(NCC2=CC1OC([2H])([2H])C=1C=NC(=CC1)C)=O 3-fluoro-5-(6-((6-methylpyridin-3-yl)methoxy-d2)-3-oxoisoindolin-5-yl)benzonitrile